FC(C1=CC(=NC=C1)OC1CC2(CC1)CCN(CC2)C(=O)OC(C)(C)C)(F)F tert-butyl 2-((4-(trifluoromethyl)pyridin-2-yl)oxy)-8-azaspiro[4.5]decane-8-carboxylate